6-chloro-3-{[(1R)-1-{3,6-dimethyl-4-oxo-2-[1-(pyridin-3-yl)piperidin-4-yl]-3,4-dihydroquinazolin-8-yl}ethyl]amino}pyridine-2-carboxylic acid ClC1=CC=C(C(=N1)C(=O)O)N[C@H](C)C=1C=C(C=C2C(N(C(=NC12)C1CCN(CC1)C=1C=NC=CC1)C)=O)C